NCC=1C=C(COC=2C=CC3=C(C(=C(O3)C)C(=O)NC3C(NCC3)=O)C2)C=CC1 5-((3-(aminomethyl)benzyl)oxy)-2-methyl-N-(2-oxopyrrolidin-3-yl)benzofuran-3-carboxamide